ClC=1C=C(C=C(C1F)Cl)C1(CC=NO1)C(F)(F)F 5-(3,5-dichloro-4-fluorophenyl)-5-(trifluoromethyl)-4,5-dihydroisoxazol